C(=O)O.C(C)N(C\C=C/C1=C(C=CC(=C1)F)S(=O)(=O)NC1=CC=C2C3=C(C=NC2=C1C(=O)O)OCC3)CC 7-[2-((Z)-3-diethylaminoprop-1-enyl)-4-fluorobenzenesulfonylamino]-1,2-dihydrofuro[2,3-c]quinoline-6-carboxylic acid formate